O1C(NC(C2=C1C=CC=C2)=O)=O 2H-benzo[e][1,3]-oxazin-2,4(3H)-dione